FC(OC1=CC2=C(N=C(O2)C=2C(=C(C=CC2)C2=C(C(=CC=C2)C=2OC3=C(N2)C=C(C(=C3)OCC3=CC=C(C=C3)S(=O)(=O)C)CN(C)C)C)C)C=C1CN1[C@@H](CCC1)C(=O)O)F ((6-(difluoromethoxy)-2-(3'-(5-((dimethylamino)methyl)-6-((4-(methylsulfonyl)benzyl)oxy)benzo[d]oxazol-2-yl)-2,2'-dimethyl-[1,1'-biphenyl]-3-yl)benzo[d]oxazol-5-yl)methyl)-L-proline